6-(2H-benzotriazol-2-yl)phenol N=1N(N=C2C1C=CC=C2)C2=CC=CC=C2O